((tert-butoxycarbonyl)amino)-3-methyl-2-oxoindoline-3,6-dicarboxylic acid dimethyl ester COC(=O)C1(C(N(C2=CC(=CC=C12)C(=O)OC)NC(=O)OC(C)(C)C)=O)C